(hydroxy(3-(methoxycarbonyl)phenyl)methyl)piperidine-1-carboxylic acid tert-butyl ester C(C)(C)(C)OC(=O)N1C(CCCC1)C(C1=CC(=CC=C1)C(=O)OC)O